(R)-3-((3-(4-(3-Chloroazetidin-1-yl)pyrido[3,2-d]pyrimidin-6-yl)phenyl)ethynyl)-3-hydroxy-1-methylpyrrolidin-2-one ClC1CN(C1)C=1C2=C(N=CN1)C=CC(=N2)C=2C=C(C=CC2)C#C[C@]2(C(N(CC2)C)=O)O